1-(4-(4-fluorophenyl)-3,4-dihydroquinoxaline-1(2H)-yl)-3-(pyrrolidin-1-yl)propan-1-one FC1=CC=C(C=C1)N1CCN(C2=CC=CC=C12)C(CCN1CCCC1)=O